2-diphenylphosphinomethyl-1-phenylsulfonyl-1H-indol-3-ylphenylmethyl-2-methylpropane-2-sulfinamide C1(=CC=CC=C1)P(C1=CC=CC=C1)CC=1N(C2=CC=CC=C2C1C(C(C)(S(=O)N)C)CC1=CC=CC=C1)S(=O)(=O)C1=CC=CC=C1